CC1=C(C=CC(=C1)C)SC1=C(N)C=CC=C1 2-[(2,4-dimethylphenyl)thio]aniline